[(3R,9aS)-3-(3-cyano-4-fluoro-phenyl)-3,4,6,7,9,9a-hexahydro-1H-pyrazino[2,1-c][1,4]oxazin-8-yl]-(2-chloro-3-methoxy-phenyl)methanone C(#N)C=1C=C(C=CC1F)[C@@H]1CN2[C@H](CO1)CN(CC2)C(=O)C2=C(C(=CC=C2)OC)Cl